4-fluoro-N-{phenyl[4-(propan-2-yl)phenyl]methyl}-1-[2-(quinolin-5-yl)acetyl]pyrrolidine-2-carboxamide FC1CC(N(C1)C(CC1=C2C=CC=NC2=CC=C1)=O)C(=O)NC(C1=CC=C(C=C1)C(C)C)C1=CC=CC=C1